BrC1=C2CCCOC2=C(C=C1)N 5-bromochroman-8-amine